1-(3-(pyridin-2-yl)phenyl)ethane-1-amine N1=C(C=CC=C1)C=1C=C(C=CC1)C(C)N